4-((2,6-difluoro-4-(1H-pyrazol-4-yl)benzyl)oxy)phenyl sulfurofluoridate S(OC1=CC=C(C=C1)OCC1=C(C=C(C=C1F)C=1C=NNC1)F)(=O)(=O)F